OC[C@H]1[C@@H](CNC1)NC(OC(C)(C)C)=O tert-butyl (trans-4-(hydroxyl methyl)pyrrolidin-3-yl)carbamate